O=C1NC(CCC1N1C(C2=C(C=C(C=C2C1=O)CN(C)CC1=CC=C(C=C1)C=1OC2=C(C1)C=C(C=C2C(=O)N)F)F)=O)=O 2-(4-((((2-(2,6-dioxopiperidin-3-yl)-7-fluoro-1,3-dioxoisoindolin-5-yl)methyl)(Methyl)amino)methyl)phenyl)-5-fluorobenzofuran-7-carboxamide